alanyl-tyrosine tert-butyl-(2S,6S)-4-[2-methoxy-4-[[6-(methoxymethoxy)-2,7-dimethyl-indazol-5-yl]carbamoyl]-1,3-benzothiazol-7-yl]-2,6-dimethyl-piperazine-1-carboxylate C(C)(C)(C)[C@@]1(N([C@H](CN(C1)C1=CC=C(C=2N=C(SC21)OC)C(NC2=CC1=CN(N=C1C(=C2OCOC)C)C)=O)C)C(=O)OC2=CC=C(C[C@H](NC([C@@H](N)C)=O)C(=O)O)C=C2)C